O=C1NC(CCC1N1C(C2=CC=CC(=C2C1=O)NCC(=O)N1CCC(CC1)C(=O)O)=O)=O 1-((2-(2,6-dioxopiperidin-3-yl)-1,3-dioxoisoindolin-4-yl)glycyl)piperidine-4-carboxylic acid